O=C/1N(C(S\C1=C/C1=CC=C(C(=O)O)C=C1)=S)C1=CC(=CC=C1)C(F)(F)F (Z)-4-((4-oxo-2-thioxo-3-(3-(trifluoromethyl)phenyl)thiazolidin-5-ylidene)methyl)benzoic acid